N-(5-formyl-2-hydroxyphenyl)formamide C(=O)C=1C=CC(=C(C1)NC=O)O